N1C=NC(=C1)C1=CC(=NN1)C 5-(1H-imidazol-4-yl)-3-methyl-1H-pyrazole